O[C@@H]([C@@H](C(=O)NO)NC(C1=CC=C(C=C1)C#CC=1C=NC(=CC1)C1=CC=NN1C)=O)C N-((2S,3R)-3-hydroxy-1-(hydroxyamino)-1-oxobutan-2-yl)-4-((6-(1-methyl-1H-pyrazol-5-yl)pyridin-3-yl)ethynyl)benzamide